F.F.OCCC(C(N)(CCO)CCO)CNCCCCCCCCCCCCCCCCCC tris(2-hydroxyethyl)-N'-octadecyl-propane-1,3-diamine dihydrofluoride